N4-(3-chloro-4-(pyridin-2-ylmethoxy)phenyl)-7-(2-(4-methylhexahydropyrrolo[3,2-b]pyrrol-1(2H)-yl)ethoxy)quinazoline-4,6-diamine ClC=1C=C(C=CC1OCC1=NC=CC=C1)NC1=NC=NC2=CC(=C(C=C12)N)OCCN1C2C(CC1)N(CC2)C